C12(C=CC(CC1)C2(C)C)C 2-bornylene